FC1=C(C=CC=C1)C#CC=1C=NC=CC1SC(C(=O)O)(C)C 2-((3-((2-fluorophenyl)ethynyl)pyridin-4-yl)thio)-2-methylpropanoic acid